3,3a',4,4',5,6-hexahydro-1'H,3'H-spiro[pyran-2,2'-pyrido[2,1-f]pyrrolo[2,1-c][1,2,4]triazine]-8',10'-dione C1C2(CC3NN4C(C(N31)=O)=CC(C=C4)=O)OCCCC2